1-(5,6-dihydrofuro[2,3-d]pyrimidin-4-yl)-1-methyl-hydrazine N1=CN=C(C2=C1OCC2)N(N)C